FC1(CN(C1)C1=NC=CC(=N1)N)F 2-(3,3-difluoroazetidin-1-yl)pyrimidin-4-amine